6-(chloromethyl)-2H-benzo[b][1,4]oxazin-3(4H)-one ClCC1=CC2=C(OCC(N2)=O)C=C1